CN1C=CC2=C(C=CC=C12)CN1CCC2(CC1)COC1=C3CN(C(C3=CC=C12)=O)C1C(NC(CC1)=O)=O 3-(1'-((1-methyl-1H-indol-4-yl)methyl)-6-oxo-6,8-dihydro-2H,7H-spiro[furo[2,3-e]isoindole-3,4'-piperidin]-7-yl)piperidine-2,6-dione